methyl 2-amino-4-fluorobenzo[d]thiazole-6-carboxylate NC=1SC2=C(N1)C(=CC(=C2)C(=O)OC)F